CC=1C=CC=2N(C3=CC=C(C=C3C2C1)C)C1=CC(=C(C(=N1)C1=CC=C(C=C1)N1C2=CC=CC=C2C=2C=C(C=CC12)C1=CC=CC=C1)C1=CC=C(C=C1)N1C2=CC=CC=C2C=2C=C(C=CC12)C1=CC=CC=C1)C1=C(C=CC=C1)C1=NC(=NC(=C1)C1=CC=CC=C1)C1=CC=CC=C1 9,9'-((6-(3,6-dimethyl-9H-carbazol-9-yl)-4-(2-(2,6-diphenylpyrimidin-4-yl)phenyl)pyridine-2,3-diyl)bis(4,1-phenylene))bis(3-phenyl-9H-carbazole)